(S)-3-((7-(4-fluorophenyl)-isoindolin-5-yl)amino)propane-1,2-diol hydrochloride Cl.FC1=CC=C(C=C1)C=1C=C(C=C2CNCC12)NC[C@@H](CO)O